ClC1=C2CC(OC(C2=C(C(=C1)C(=O)N[C@@H](CC1=CC=C(C=C1)O)C(=O)O)O)=O)C N-((5-Chloro-8-hydroxy-3-methyl-1-oxo-7-isochromanyl)carbonyl)tyrosine